2-cyano-N-[(ethylamino)carbonyl]-2-(methoximino)acetamide C(#N)C(C(=O)NC(=O)NCC)=NOC